C(C)S(=O)(=O)NC1=CC=C(C=C1)C1=NNC(=C1C(=O)N)NC1=CC(=NC=C1)C(F)(F)F 3-(4-(ethylsulfonamido)phenyl)-5-((2-(trifluoromethyl)pyridin-4-yl)amino)-1H-pyrazole-4-carboxamide